C(C)(C)(C)OC(=O)N[C@@H](CC(C)C)C(=O)N[C@@H](C[C@H]1C(NCC1)=O)C(=O)N N-(tert-Butoxycarbonyl)-L-leucyl-3-[(3S)-2-oxopyrrolidin-3-yl]-L-alaninamide